C(CCC)C=1SCCN1 Butyl-4,5-dihydrothiazol